O=C1NC=CC(=C1)C1=CC=C(CC2=C(C(=O)N)C=CC=C2)C=C1 [4-(2-oxo-1,2-dihydro-pyridin-4-yl)-benzyl]-benzamide